C(CCC)N1N(C(C(C1=O)=C1SC2=C(S1)C(=CC=C2O)O)=O)CCCC 1,2-dibutyl-4-(4,7-dihydroxybenzo[d][1,3]dithiol-2-ylidene)pyrazolidine-3,5-dione